3-chloro-N-[(3,4-dimethylphenyl)methyl]-2,6-difluoro-N-(6-fluoro-2-pyridyl)-4-[3-methoxy-3-(1-methylazetidin-2-yl)pyrrolidin-1-yl]benzenesulfonamide ClC=1C(=C(C(=CC1N1CC(CC1)(C1N(CC1)C)OC)F)S(=O)(=O)N(C1=NC(=CC=C1)F)CC1=CC(=C(C=C1)C)C)F